NC(C(CCC(=O)OC(C)(C)C)N1C(C2=CC=CC(=C2C1)OCC1=CC=C(C=C1)CN1CCN(CC1)C1=C(C=C(C=C1)C#N)F)=O)=O tert-butyl 5-amino-4-(4-((4-((4-(4-cyano-2-fluorophenyl) piperazin-1-yl)methyl)benzyl)oxy)-1-oxoisoindolin-2-yl)-5-oxopentanoate